(2S,3R,4S,5S)-4-[[3-[6-(Difluoromethyl)-2-methoxy-3-pyridyl]-4,5-dimethyl-5-(trifluoromethyl)tetrahydrofuran-2-carbonyl]amino]pyridin-2-carboxamid FC(C1=CC=C(C(=N1)OC)[C@@H]1[C@H](O[C@@]([C@H]1C)(C(F)(F)F)C)C(=O)NC1=CC(=NC=C1)C(=O)N)F